N-phenyl-5-norbornene-2,3-dicarboximide C1(=CC=CC=C1)N1C(=O)C2C3C=CC(C2C1=O)C3